1-[6-methoxy-5-(trifluoromethyl)pyridin-3-yl]ethanone COC1=C(C=C(C=N1)C(C)=O)C(F)(F)F